1,4-diazepan-2-one N1C(CNCCC1)=O